NC=1C(=NN(C1C(=O)OCC)C1=C(C=C(C=C1)C#N)OCC)Br ethyl 4-amino-3-bromo-1-(4-cyano-2-ethoxyphenyl)-1H-pyrazole-5-carboxylate